6-cyclopropyl-2-((2,3-dihydrobenzofuran-4-yl)amino)nicotinonitrile C1(CC1)C1=NC(=C(C#N)C=C1)NC1=CC=CC2=C1CCO2